FN(C(C1=CC=CC=C1)=O)OP(O)(O)=O fluorobenzoylaminophosphoric acid